F\C(\C(=O)NC=1C(=NC=C(C1C)F)C)=C/C1=CC=C2CC(NC2=C1F)=O (Z)-2-fluoro-N-(5-fluoro-2,4-dimethylpyridin-3-yl)-3-(7-fluoro-2-oxoindolin-6-yl)acrylamide